5-(5-((1S,2S)-2-(tert-butoxycarbonyl)cyclohexane-1-carboxamido)-6-methylpyridin-2-yl)-3-methylisoxazole-4-carboxylic acid C(C)(C)(C)OC(=O)[C@@H]1[C@H](CCCC1)C(=O)NC=1C=CC(=NC1C)C1=C(C(=NO1)C)C(=O)O